methyl-3-(2-chloro-4-pyrimidinyl)-5-nitroindole CC=1NC2=CC=C(C=C2C1C1=NC(=NC=C1)Cl)[N+](=O)[O-]